N-(1'-(6-chloro-2-(2-fluoropropan-2-yl)pyrimidin-4-yl)-1',2'-dihydrospiro[cyclopropane-1,3'-pyrrolo[3,2-c]pyridin]-6'-yl)acetamide ClC1=CC(=NC(=N1)C(C)(C)F)N1CC2(C=3C=NC(=CC31)NC(C)=O)CC2